BrC=1C=C(C=C(C1OC(\C=C\C1=CC=NC=C1)=O)OC)C1NC(NC(=C1C(=O)OCC)C)=S (E)-ethyl 4-(3-bromo-5-methoxy-4-(3-(pyridin-4-yl)acryloyloxy)phenyl)-6-methyl-2-thioxo-1,2,3,4-tetrahydropyrimidine-5-carboxylate